C1=C(CCC2=CC=CC=C12)S(=O)(=O)F 3,4-dihydronaphthalene-2-sulfonyl fluoride